1-(allyloxy)-2-bromo-3,4,5-trichlorobenzene C(C=C)OC1=C(C(=C(C(=C1)Cl)Cl)Cl)Br